Cl.CC=1C=C(C=C2C(NC(=NC12)C=1C=C2C(=CN1)SC=C2)=O)CN2CCCC2 8-methyl-6-(pyrrolidin-1-ylmethyl)-2-thieno[2,3-c]pyridin-5-yl-3H-quinazolin-4-one hydrochloride